(S)-4-(6-((1-(6-(4-fluoro-1H-pyrazol-1-yl)pyridin-3-yl)ethyl)(methyl)amino)pyridine-3-yl)-6-(ethylamino)pyrazolo[1,5-a]pyridine-3-carbonitrile FC=1C=NN(C1)C1=CC=C(C=N1)[C@H](C)N(C1=CC=C(C=N1)C=1C=2N(C=C(C1)NCC)N=CC2C#N)C